Tert-Butyl 3-(5-hydroxy-3-methyl-2-oxo-2,3-dihydro-1H-benzo[d]imidazol-1-yl)-2,6-dioxopiperidine-1-carboxylate OC1=CC2=C(N(C(N2C)=O)C2C(N(C(CC2)=O)C(=O)OC(C)(C)C)=O)C=C1